COC(C1=CC(=C(C=C1)C=1NC=CN1)N)=O.C1(CCC1)OC1=C(C=C(C=C1)CN=C=O)F 1-cyclobutoxy-2-fluoro-4-(isocyanatomethyl)benzene methyl-3-amino-4-(1H-imidazol-2-yl)benzoate